lauric amide propyldimethylaminoxide C(CC)CN([O-])C.C(CCCCCCCCCCC)(=O)N